ClC=1N=C(SC1C=1C(=NN2C1N=C(C=C2C(CC)CC)C)C)N2CCOCC2 4-(4-chloro-5-(2,5-dimethyl-7-(pent-3-yl)pyrazolo[1,5-a]pyrimidin-3-yl)thiazol-2-yl)morpholine